NC[C@@H](COCC1=CC=CC=C1)O (2S)-1-amino-3-(benzyloxy)propan-2-ol